CO[B-](C(F)(F)F)(OC)OC trimethoxy(trifluoromethyl)boranuide